FC1(CC=2C3=C(C(OC2C(C1)(C)CO)=O)SC(=C3)C=3C=NN(C3)COCC[Si](C)(C)C)F 8,8-difluoro-6-(hydroxymethyl)-6-methyl-2-(1-((2-(trimethylsilyl)ethoxy)methyl)-1H-pyrazol-4-yl)-6,7,8,9-tetrahydro-4H-thieno[2,3-c]Chromen-4-one